FC(C1CCN(CC1)C1=NC=C(C=N1)C1(CCC(CC1)N)N)(F)F 1-(2-(4-(trifluoromethyl)piperidin-1-yl)pyrimidin-5-yl)cyclohexane-1,4-diamine